2-(5-fluoro-2-methoxypyrimidin-4-yl)-1-[(2S)-7-methyl-6-(2-methyl-2H-tetrazol-5-yl)-3,4-dihydro-1H-spiro[1,8-naphthyridine-2,3'-pyrrolidin]-1'-yl]propan-1-one FC=1C(=NC(=NC1)OC)C(C(=O)N1C[C@]2(CC1)NC1=NC(=C(C=C1CC2)C=2N=NN(N2)C)C)C